tert-butyl (4-((2,3-diaminopyridine-4-yl)oxy)-3-fluorophenyl)carbamate NC1=NC=CC(=C1N)OC1=C(C=C(C=C1)NC(OC(C)(C)C)=O)F